B(O)(O)C1=C(CN(CC(NCCOCCOCCOCCOCCOC)=O)CCCCCCN(CC2=C(C=CC=C2)B(O)O)CCOCCOCCOCCOCCOC(C=C)=O)C=CC=C1 (2-(20-(2-boronobenzyl)-18-oxo-27-(16-oxo-3,6,9,12,15-pentaoxaoctadec-17-en-1-yl)-2,5,8,11,14-pentaoxa-17,20,27-triazaoctacosan-28-yl)phenyl)boronic acid